3-((4-(7-methyl-2,3-dihydrobenzo[b][1,4]dioxin-6-yl-2,2,3,3-d4)piperidin-1-yl)sulfonyl)-6,7-dihydro-5H-pyrazolo[5,1-b][1,3]oxazine CC=1C(=CC2=C(OC(C(O2)([2H])[2H])([2H])[2H])C1)C1CCN(CC1)S(=O)(=O)C=1C=NN2C1OCCC2